2-methyl-1-[[2-methyl-3-(trifluoromethyl)phenyl]methyl]-6-morpholin-4-ylbenzimidazole-4-carboxylic acid CC1=NC2=C(N1CC1=C(C(=CC=C1)C(F)(F)F)C)C=C(C=C2C(=O)O)N2CCOCC2